C(#N)C1=C(OCC=2N=NN(C2)[C@H](C(=O)N2[C@@H](C[C@H](C2)O)C(=O)NC)C(C)(C)C)C=CC=C1 (2S,4R)-1-[(2S)-2-[4-[(2-cyanophenoxy)methyl]triazol-1-yl]-3,3-dimethyl-butanoyl]-4-hydroxy-N-methyl-pyrrolidine-2-carboxamide